8-((4-((4-fluorophenyl)(isobutyl)amino)cyclohexyl)(methyl)amino)-5-methyl-6-oxo-5,6-dihydro-1,5-naphthyridine-2,7-dicarbonitrile FC1=CC=C(C=C1)N(C1CCC(CC1)N(C1=C(C(N(C=2C=CC(=NC12)C#N)C)=O)C#N)C)CC(C)C